N1(N=CN=C1)CCNC=1C(=NC=C(C1)Cl)C1=CC=CC=C1 N-(2-(1H-1,2,4-triazol-1-yl)ethyl)-5-chloro-2-phenylpyridin-3-amine